C(C1=CC=CC=C1)N(CC(=O)C1=NC(=CC=C1)C1CC1)CCO 2-(Benzyl(2-hydroxyethyl)amino)-1-(6-cyclopropylpyridin-2-yl)ethane-1-one